tert-butyl (S)-4-(6-cyano-7-(2-fluoro-3-methylphenyl)-1-(2-isopropyl-4-methylpyridin-3-yl)-2-oxo-1,2-dihydropyrido[2,3-d]pyrimidin-4-yl)-3-methylpiperazine-1-carboxylate C(#N)C1=CC2=C(N(C(N=C2N2[C@H](CN(CC2)C(=O)OC(C)(C)C)C)=O)C=2C(=NC=CC2C)C(C)C)N=C1C1=C(C(=CC=C1)C)F